NC1=NC=C(C#N)C(=C1)N[C@H]1[C@H](CCC1)OC 6-amino-4-(cis-(2-methoxycyclopentyl)amino)nicotinonitrile